FC1=CC=C(C=C1)C1(CC1)N 1-(4-fluorophenyl)cyclopropaneamine